N1N=CC2=CC=CC(=C12)CN1C(C(=CC(=C1)Br)C(=O)NC)=O 1-((1H-indazol-7-yl)methyl)-5-bromo-N-methyl-2-oxo-1,2-dihydropyridine-3-Formamide